N-[(1S)-1-([3,3'-bipyridyl]-5-yl)ethyl]-2-methylpropan-2-sulfinamide N1=CC(=CC(=C1)[C@H](C)NS(=O)C(C)(C)C)C=1C=NC=CC1